N,N-bis(dodecyl)-1H-pyrrole-2-carboxamide C(CCCCCCCCCCC)N(C(=O)C=1NC=CC1)CCCCCCCCCCCC